N-(3-(1H-Pyrazol-4-yl)phenyl)-N-methyl-[1,2,4]triazolo[4,3-a]quinazolin-5-amine N1N=CC(=C1)C=1C=C(C=CC1)N(C1=NC=2N(C3=CC=CC=C13)C=NN2)C